C(C)(=O)C=1C=C(C=CC1OCC(CNC(C)(C)C)O)NC(N(CC)CC)=O N'-(3-Acetyl-4-(3-((1,1-dimethylethyl)amino)-2-hydroxypropoxy)phenyl)-N,N-diethylurea